C(CCCCCCCCC)C=1C=C(C(=C(C1)O)[C@H]1[C@@H](CCC(=C1)C)C(=C)C)O (1'R,2'R)-4-decyl-5'-methyl-2'-(prop-1-en-2-yl)-1',2',3',4'-tetrahydro-[1,1'-biphenyl]-2,6-diol